N1S(NCC12CCCNC2)(=O)=O 2λ6-thia-1,3,9-triazaspiro[4.5]decane 2,2-dioxide